1,4-butanediol-bis(thio glycolat) C(CS)(=O)OCCCCOC(CS)=O